2-(N-(3-cyano-4-methyl-1H-indol-7-yl)sulfamoyl)thiazole-4-carboxylic acid C(#N)C1=CNC2=C(C=CC(=C12)C)NS(=O)(=O)C=1SC=C(N1)C(=O)O